C(CCCCCCC)C(CCCCCCCC)OC(CCCCCCCOC(=O)[C@H]1N(C[C@@H](CC1)O)CCCCCC(OCCCCCCCCCCC)=O)=O (2s,5r)-5-hydroxy-1-(6-oxo-6-undecyloxy-hexyl)piperidine-2-carboxylic acid [8-(1-octylnonyloxy)-8-oxo-octyl] ester